C1=CC(=CC(=C1)C(=N)N)C[C@@H](C(=O)O)N m-amidinophenyl-3-alanine